(+-)-3-Methyl-5-cyclopentadecen-1-one C[C@H]1CC(CCCCCCCCCC=CC1)=O |r|